1-(3-acetylphenyl)-3-(3-(3-methoxypropyl)-4-oxo-3,4-dihydroquinazolin-6-yl)urea C(C)(=O)C=1C=C(C=CC1)NC(=O)NC=1C=C2C(N(C=NC2=CC1)CCCOC)=O